ClC1=C2NC(C(NC2=C(C=C1F)C)=S)(C)C 5-chloro-6-fluoro-3,3,8-trimethyl-3,4-dihydro-1H-quinoxaline-2-thione